trans-4-(hydroxymethyl)cyclohexyl 4-((5-fluoro-4-(3-(2-oxopyridin-1(2H)-yl)phenyl)pyrimidin-2-yl)amino)piperidine-1-carboxylate FC=1C(=NC(=NC1)NC1CCN(CC1)C(=O)O[C@@H]1CC[C@H](CC1)CO)C1=CC(=CC=C1)N1C(C=CC=C1)=O